(3,3,3-trifluoropropyl)methyldiethoxysilane FC(CC[Si](OCC)(OCC)C)(F)F